1-(4-(difluoromethyl)phenyl)-4-methyl-1H-1,2,3-triazole-5-carboxylic acid ethyl ester C(C)OC(=O)C1=C(N=NN1C1=CC=C(C=C1)C(F)F)C